((2S,3S,4R,5S)-4-Fluoro-3-hydroxy-5-(5-methyl-2,4-dioxo-3,4-dihydropyrimidin-1(2H)-yl)tetrahydrofuran-2-yl)methyl phenyl ((S)-1,1-dipropoxypropan-2-yl)phosphoramidate C(CC)OC([C@H](C)NP(OC[C@@H]1O[C@@H]([C@@H]([C@H]1O)F)N1C(NC(C(=C1)C)=O)=O)(OC1=CC=CC=C1)=O)OCCC